O=C1NC(CCCC1N1N=NC(=C1)C1=C(C=CC=C1)NC(OC(C)(C)C)=O)=O tert-Butyl N-[2-[1-(2,7-dioxoazepan-3-yl)triazol-4-yl]phenyl]carbamate